Racemic-3-methyl-N-[4-(trifluoromethoxy)phenyl]piperidin-4-amine CC1CNCCC1NC1=CC=C(C=C1)OC(F)(F)F